C1(CC1)C=1C=C(OC=2C=NC=C(C2C(=O)NCC(F)C2=C(C=C(C=C2)Cl)Cl)OC2=CC(=CC=C2)C2CC2)C=CC1 3,5-bis(3-cyclopropyl-phenoxy)-N-[2-(2,4-dichlorophenyl)-2-fluoro-ethyl]pyridine-4-carboxamide